Cl.C(C)(C)(C)OC(N(C)C1CNC1)=O azetidin-3-yl-(methyl)carbamic acid tert-butyl ester hydrochloride